C1(CC1)[C@@H](C(C)(C)O)N1CC2=NC=CC(=C2C1=O)NC(=O)C1=C2C(=NC=C1)CCC2 (S)-N-(6-(1-cyclopropyl-2-hydroxy-2-methylpropyl)-5-oxo-6,7-dihydro-5H-pyrrolo[3,4-b]pyridin-4-yl)-6,7-dihydro-5H-cyclopenta[b]pyridine-4-carboxamide